bromo-1-(4-bromophenyl)-1,3,3-trimethylindan BrC1C(C2=CC=CC=C2C1(C)C)(C)C1=CC=C(C=C1)Br